N-(5-(3-(1-benzyl-1H-pyrazol-3-yl)phenyl)pyridin-3-yl)acrylamide C(C1=CC=CC=C1)N1N=C(C=C1)C=1C=C(C=CC1)C=1C=C(C=NC1)NC(C=C)=O